(12aR)-9-bromo-10-chloro-8-formyl-3,4,12,12a-tetrahydro-6H-pyrazino[2,1-c][1,4]benzooxazepine-2(1H)-carboxylic acid tert-butyl ester C(C)(C)(C)OC(=O)N1C[C@@H]2COC3=C(CN2CC1)C=C(C(=C3Cl)Br)C=O